Ethylene bis(p-toluenesulfonate) CC1=CC=C(C=C1)S(=O)(=O)OCCOS(=O)(=O)C1=CC=C(C)C=C1